Heptadec-13-en-2-yl benzoate C(C1=CC=CC=C1)(=O)OC(C)CCCCCCCCCCC=CCCC